lithium pyrrole salt N1C=CC=C1.[Li]